C1(CC1)OC1=NC=CC=C1C=1C=NN2C1N=C(C=C2)N2C[C@H](CC2)N (S)-1-(3-(2-cyclopropoxypyridin-3-yl)pyrazolo[1,5-a]pyrimidin-5-yl)pyrrolidin-3-amine